CN1C(=NC=C1C1=C(C=CC=C1)O)CN1CCCC1 (1-methyl-2-(pyrrolidin-1-ylmethyl)-1H-imidazol-5-yl)phenol